(2-((1-(2-cyano-2-methylpropyl)-1H-pyrazol-4-yl)amino)-5-methylpyrimidin-4-yl)benzoic acid methyl ester COC(C1=C(C=CC=C1)C1=NC(=NC=C1C)NC=1C=NN(C1)CC(C)(C)C#N)=O